C(C)(C)C=1C(=NNC1C=1C=C(C=2N(C1)N=CN2)C)C2=CC=C(C=C2)N2CC(C2)N(C)C 1-(4-(4-isopropyl-5-(8-methyl-[1,2,4]triazolo[1,5-a]pyridin-6-yl)-1H-pyrazol-3-yl)phenyl)-N,N-dimethyl-azetidin-3-amine